BrC1=CC(=C(C=C1)NC1=C(C2=C(N(C=N2)C([2H])([2H])[2H])C=C1C(=O)OC)F)F methyl 5-((4-bromo-2-fluorophenyl) amino)-4-fluoro-1-(methyl-d3)-1H-benzimidazole-6-carboxylate